O=S1(CC(C1)C1CCN(CC1)C1=C(C=C(C=C1F)N1C(O[C@H](C1)CNC1=NOC=C1)=O)F)=O (S)-3-(4-(4-(1,1-dioxidothietan-3-yl)piperidin-1-yl)-3,5-difluorophenyl)-5-((isoxazol-3-ylamino)methyl)oxazolidin-2-one